CC1(OC[C@H](O1)C1=NC=C(C(=C1)NC(OCC1=CC=CC=C1)=O)C)C |r| rac-benzyl N-[2-(2,2-dimethyl-1,3-dioxolan-4-yl)-5-methyl-4-pyridyl]carbamate